hexyne-1,6-dinitrile C(C#CCCC#N)#N